ClC1=CC=C(C=C1)C(=O)N1CC(C1)O (4-chlorophenyl)(3-hydroxyazetidin-1-yl)methanone